N-(6-((1H-pyrazol-1-yl)methyl)-4-methoxybenzo[d]isoxazol-3-yl)-2-(2,2-difluoroethoxy)-5-isopropylbenzenesulfonamide N1(N=CC=C1)CC1=CC2=C(C(=NO2)NS(=O)(=O)C2=C(C=CC(=C2)C(C)C)OCC(F)F)C(=C1)OC